(2-aminophenyl)(2-oxa-3-azabicyclo[2.2.2]oct-5-en-3-yl)methanone NC1=C(C=CC=C1)C(=O)N1OC2C=CC1CC2